FC1(C(CN(CC1)C1=NC=2CC(CCC2C=C1C(=O)OC)(C)C)C)F methyl 2-(4,4-difluoro-3-methylpiperidin-1-yl)-7,7-dimethyl-5,6,7,8-tetrahydroquinoline-3-carboxylate